C(C)(C)(C)OC(=O)N1C([C@@]2(C3=CC(=CC=C13)OC)[C@@H](C2)C2=CC=C1C(=NN(C1=C2)C(=O)OC(C)(C)C)NC=2N(N=CC2OC)C)=O (1R,2S)-2-[1-(tert-butoxycarbonyl)-3-[(4-methoxy-2-methylpyrazol-3-yl)amino]indazol-6-yl]-5'-methoxy-2'-oxospiro[cyclopropane-1,3'-indole]-1'-carboxylic acid tert-butyl ester